COC(=O)C=1N=NN(C1)C1=C(C=C(C=C1)F)F 1-(2,4-difluorophenyl)triazole-4-carboxylic acid methyl ester